1,3-Diaminocyclopentan NC1CC(CC1)N